3-(2-phenylpropyl)-1,5,6,7-tetrahydro-s-indacene-1-ide C1(=CC=CC=C1)C(CC1=C[CH-]C2=CC=3CCCC3C=C12)C